2-methyl-3,6-dihydropyridine-1(2H)-carboxylate CC1N(CC=CC1)C(=O)[O-]